8-(3-fluorophenyl)quinazolin FC=1C=C(C=CC1)C=1C=CC=C2C=NC=NC12